C(C1=CC=CC=C1)NC(=O)C=1C=C(C=CC1Cl)NC(=O)C1=C(C(=NN1C)C(C(F)(F)F)(F)F)C(F)(F)F N-[3-(benzylcarbamoyl)-4-chlorophenyl]-1-methyl-3-(pentafluoroethyl)-4-(trifluoro-methyl)-1H-pyrazole-5-carboxamide